naphthyl(m-chlorophenyl)methylene(cyclopentadienyl)(2,7-dimethyl-3,6-di-tert-butylfluorenyl)zirconium dichloride [Cl-].[Cl-].C1(=CC=CC2=CC=CC=C12)C(=[Zr+2](C1=C(C(=CC=2C3=CC(=C(C=C3CC12)C)C(C)(C)C)C(C)(C)C)C)C1C=CC=C1)C1=CC(=CC=C1)Cl